N-(3-((5-(4-(difluoromethyl)-3-fluorophenyl)-2-((1-methyl-1H-pyrazol-4-yl)amino)pyrimidin-4-yl)amino)-4-fluorophenyl)acrylamide FC(C1=C(C=C(C=C1)C=1C(=NC(=NC1)NC=1C=NN(C1)C)NC=1C=C(C=CC1F)NC(C=C)=O)F)F